7-methyl-2-phenyl-3-(((trifluoromethyl)sulfonyl)oxy)-2,4,5,7-tetrahydro-6H-pyrazolo[3,4-c]pyridine-6-carboxylic acid tert-butyl ester C(C)(C)(C)OC(=O)N1C(C=2C(CC1)=C(N(N2)C2=CC=CC=C2)OS(=O)(=O)C(F)(F)F)C